10-amino-2,2,7-trimethyl-1,2,3,4-tetrahydro-[1,4]oxazepino[2,3-c]quinolin-6(7H)-one NC1=CC=2C3=C(C(N(C2C=C1)C)=O)OCCC(N3)(C)C